(S)-3-((1R,3R)-1-(5-fluoro-2-(2-((3-fluoropropyl)amino)ethoxy)-3-methylpyridin-4-yl)-3-methyl-1,3,4,9-tetrahydro-2H-pyrido[3,4-b]indol-2-yl)-2-methylpropionic acid FC=1C(=C(C(=NC1)OCCNCCCF)C)[C@H]1N([C@@H](CC2=C1NC1=CC=CC=C21)C)C[C@@H](C(=O)O)C